Ruthenium(III) Phosphate P(=O)([O-])([O-])[O-].[Ru+3]